BrCC1=NC=C(C=C1Br)Br (bromomethyl)-3,5-dibromopyridine